N-(3-bromo-2-methyl-phenyl)-2-(difluoromethyl)pyrido[3,2-d]pyrimidin-4-amine BrC=1C(=C(C=CC1)NC=1C2=C(N=C(N1)C(F)F)C=CC=N2)C